tert-Butyl (3S,4R)-3-(isopropylamino)-4-methoxypyrrolidine-1-carboxylate C(C)(C)N[C@H]1CN(C[C@H]1OC)C(=O)OC(C)(C)C